N-{2-[4-(aminosulfonyl)piperazin-1-yl]-5-fluorophenyl}-8-(2-fluoro-6-methoxyphenyl)imidazo[3,2-a]pyrazine-6-carboxamide NS(=O)(=O)N1CCN(CC1)C1=C(C=C(C=C1)F)NC(=O)C=1N=C(C=2N(C1)C=CN2)C2=C(C=CC=C2OC)F